FC1=C(C(=C(C(=C1OC(C(F)(F)F)=O)F)F)F)F Pentafluorophenyltrifluoroacetic acid